acryloyl-oxy-propyltrimethoxysilan C(C=C)(=O)OCO[Si](OC)(OC)CCC